OC(COCCCN1C=NC(=C1)C)C[Si](OCC)(OCC)OCC 1-(2-Hydroxy-3-triethoxysilylpropoxypropyl)-4-methylimidazole